(R)-1-(3-amino-6-fluoro-5-((((1r,3R)-3-(4-fluoro-3-(trifluoromethyl)phenoxy)cyclobutyl)amino)methyl)isoquinolin-8-yl)ethane-1,2-diol NC=1N=CC2=C(C=C(C(=C2C1)CNC1CC(C1)OC1=CC(=C(C=C1)F)C(F)(F)F)F)[C@H](CO)O